Sodium (R)-4-((3-((2-(acetylthio)ethyl)(methyl)amino)-3-oxopropyl)amino)-3-hydroxy-2,2-dimethyl-4-oxo-butylphosphate C(C)(=O)SCCN(C(CCNC([C@@H](C(COP(=O)([O-])[O-])(C)C)O)=O)=O)C.[Na+].[Na+]